C(C)(C)C1=CC=C(C=C1)C=1N=C2N(C=CC=C2)C1CN1C2CN(CC1CC2)C(=O)C2=NC(=CC=C2)OC (8-{[2-(4-Isopropylphenyl)imidazo[1,2-a]pyridin-3-yl]methyl}-3,8-diazabicyclo[3.2.1]oct-3-yl)-(6-methoxypyridin-2-yl)methanon